2-(di-t-butylphosphinomethyl)pyridine C(C)(C)(C)P(C(C)(C)C)CC1=NC=CC=C1